OCC=1N(C(=CN1)CC(C(=O)OCC)C)C[C@H]1OCC1 ethyl 3-(2-(hydroxymethyl)-1-(((S)-oxetan-2-yl)methyl)-1H-imidazol-5-yl)-2-methylpropanoate